2-amino-3-[2-(3-methyl-2-oxo-1,3-benzoxazol-5-yl)-1-benzothiophen-6-yl]propanenitrile NC(C#N)CC1=CC2=C(C=C(S2)C=2C=CC3=C(N(C(O3)=O)C)C2)C=C1